C1CC[C@H]([C@@H](C1)COC2=CC=CC(=C2)[C@@H](CCN)O)O (1,2-trans)-2-((3-((R)-3-amino-1-hydroxypropyl)phenoxy)methyl)cyclohexanol